7-benzyl 5-(tert-butyl) 2-(2-acetoxy-4-(2,2-difluorocyclobutyl) phenyl)-3,4,5a,6,8,9-hexahydro-2H-1,2,5,7-tetraazabenzo[cd]azulene-5,7-dicarboxylate C(C)(=O)OC1=C(C=CC(=C1)C1C(CC1)(F)F)N1N=C2CCN(CC3C2=C1CCN3C(=O)OC(C)(C)C)C(=O)OCC3=CC=CC=C3